Methylcyclobutylamine hydrochloride Cl.CNC1CCC1